Osmium tetroxide [Os](=O)(=O)(=O)=O